FC(C=1C=2N(N=C(C1)C1=CN=C3C(=N1)SC(=C3)C3CCC(CC3)NC([O-])=O)N=C(N2)C)F ((1r,4r)-4-(3-(8-(difluoromethyl)-2-methyl-[1,2,4]triazolo[1,5-b]pyridazin-6-yl)thieno[2,3-b]pyrazin-6-yl)cyclohexyl)carbamate